Dodecyl-Methanol C(CCCCCCCCCCC)CO